Cl.NC1(CCN(CC1)S(=O)(=O)N(C)C)C 4-amino-N,N,4-trimethylpiperidine-1-sulfonylamine hydrochloride